C(#N)C(C)(C)C1CN(CC1)C(=O)OCCCC butyl 3-(1-cyano-1-methyl ethyl)pyrrolidine-1-carboxylate